FC1=CC=C(C=C1)N1N=C(C2(C1=O)N(N=CC1=CC=CC=C12)C(C=C(C)C)=O)C 1'-(4-Fluorophenyl)-3'-methyl-2-(3-methylbut-2-enoyl)-2H-spiro[phthalazine-1,4'-pyrazol]-5'(1'H)-one